C(CCCCCCCCCCCCCCC)OCCCCCCCCCCCCCCCC monopalmityl ether